2,2-bis(4-hydroxy-3,5-dimethylolphenyl)propane OC1=C(C=C(C=C1CO)C(C)(C)C1=CC(=C(C(=C1)CO)O)CO)CO